tert-butyl (R)-3-((4-bromo-8-methylisoquinolin-1-yl)amino)piperidine-1-carboxylate BrC1=CN=C(C2=C(C=CC=C12)C)N[C@H]1CN(CCC1)C(=O)OC(C)(C)C